3-fluoro-N-(1-(2-((4-methoxybenzyl)amino)-2-oxoethyl)-1H-pyrazol-4-yl)-5-(trifluoromethyl)benzamide FC=1C=C(C(=O)NC=2C=NN(C2)CC(=O)NCC2=CC=C(C=C2)OC)C=C(C1)C(F)(F)F